Ethyl 2-(4-((2,5-dioxo-3-(4-(trifluoromethyl)phenyl)imidazolin-1-yl)methyl)phenoxy)-2-methylpropionate O=C1N(C(CN1C1=CC=C(C=C1)C(F)(F)F)=O)CC1=CC=C(OC(C(=O)OCC)(C)C)C=C1